ClC1=C(C=C2C(=CNC2=C1)CCC(=O)O)C1=CC=C(C=C1)C1=C(C=CC=C1)O 3-(6-Chloro-5-(2'-hydroxy-[1,1'-biphenyl]-4-yl)-1H-indol-3-yl)propanoic acid